C(C)OC(=O)[C@H]1NC2=CC=C(C=C2[C@@H]([C@H]1CCCCC)SCCCS)OC (2S,3S,4R)-Ethyl-4-((3-mercaptopropyl)thio)-6-methoxy-3-pentyl-1,2,3,4-tetrahydroquinoline-2-carboxylate